ClC1=C(C(=CC=C1)S(=O)C)C=1C(=CC=CC1)N 2'-chloro-6'-(methylsulfinyl)-[1,1'-biphenyl]-2-amine